methyl 4-amino-9-(2-((1R,3S,5R)-3-((6-bromopyridin-2-yl)carbamoyl)-2-azabicyclo[3.1.0]hexan-2-yl)-2-oxoethyl)-9H-pyrimido[4,5-b]indole-5-carboxylate NC1=NC=NC=2N(C=3C=CC=C(C3C21)C(=O)OC)CC(=O)N2[C@@H]1C[C@@H]1C[C@H]2C(NC2=NC(=CC=C2)Br)=O